N-((2-(6-((cis)-2,6-dimethylmorpholino)pyridin-2-yl)-1,6-naphthyridin-7-yl)methyl)-4-(2-hydroxypropan-2-yl)-5-methylpicolinamide C[C@@H]1O[C@@H](CN(C1)C1=CC=CC(=N1)C1=NC2=CC(=NC=C2C=C1)CNC(C1=NC=C(C(=C1)C(C)(C)O)C)=O)C